4-((4-((2-(((6-chloropyridin-2-yl)oxy)methyl)pyrrolidin-1-yl)methyl)pyridin-2-yl)ethynyl)-N1-methyl-2,7-naphthyridine-1,6-diamine ClC1=CC=CC(=N1)OCC1N(CCC1)CC1=CC(=NC=C1)C#CC1=CN=C(C2=CN=C(C=C12)N)NC